(S)-Hexan-3-ol CC[C@@H](CCC)O